ClC1=CC2=C(N(C(C(N2)=O)=O)C2C[C@H](N(C[C@@H]2C)C(=O)OC(C)(C)C)C)N=C1 tert-butyl (2r,5s)-4-(7-chloro-2,3-diketo-2,3-dihydropyrido[2,3-b]pyrazin-4(1H)-yl)-2,5-dimethylpiperidine-1-carboxylate